O1NOC2=C1C=CC(=C2)C=2N=C(OC(C2C)=O)NC(C)(C)C 4-(benzo[d][1,3]dioxazol-5-yl)-2-(tert-butylamino)-5-methyl-6H-1,3-oxazin-6-one